IC1=CN=C2N1N=C(C(=C2)OC)C(C)(C)O 2-(3-iodo-7-methoxyimidazo[1,2-b]pyridazin-6-yl)propan-2-ol